((cis)-3-(bromomethyl)cyclohexyl)carbamic acid tert-butyl ester C(C)(C)(C)OC(N[C@@H]1C[C@@H](CCC1)CBr)=O